O=C1NC(CCC1N1C(C2=CC=C(C=C2C1=O)N1CCN(CC1)CC1CCC(CC1)CN1CCN(CC1)C(=O)OC(C)(C)C)=O)=O tert-butyl 4-[[4-[[4-[2-(2,6-dioxo-3-piperidyl)-1,3-dioxo-isoindolin-5-yl]piperazin-1-yl]methyl]cyclohexyl]methyl]piperazine-1-carboxylate